C(C)OC(C1=C(N=C(C=C1)C(F)(F)F)COCC1=NN(C=N1)C)=O 2-(((1-methyl-1H-1,2,4-triazol-3-yl)methoxy)methyl)-6-(trifluoromethyl)nicotinic acid ethyl ester